methyl-6-(2-(8-(2-(dimethylamino)-3-(hexyloxy)propoxy)octyl)cyclopropyl)hexanoate COC(CCCCCC1C(C1)CCCCCCCCOCC(COCCCCCC)N(C)C)=O